FC1([C@H](COC1)NC(N(CC1=C(C=NC=C1)CC1CCOCC1)C)=O)F 3-[(3S)-4,4-difluorotetrahydrofuran-3-yl]-1-methyl-1-[[3-(tetrahydropyran-4-ylmethyl)-4-pyridyl]methyl]urea